C(C)N1C2=CC=CC=C2SC=2C=C3C(=CC12)OC(C(=C3)C(=O)Br)=O 11-ethyl-2-oxo-2,11-dihydropyrano[2,3-b]phenothiazine-3-carbonyl bromide